C(#C)C1=CC=C(C=C1)C=1C=C2CN(CC2=CC1)C(CN1N=C(N=C1)C#N)=O 1-(2-(5-(4-ethynylphenyl)isoindolin-2-yl)-2-oxoethyl)-1H-1,2,4-triazole-3-carbonitrile